N-(benzyl)glycine methyl-2-(bromomethyl)-5-cyano-4-fluorobenzoate CC=1C(=C(C(=O)O)C=C(C1F)C#N)CBr.C(C1=CC=CC=C1)NCC(=O)O